C(C(C)(C)C)OB(O)C=1C(=NC(=NC1)OC)OC (2,4-dimethoxypyrimidin-5-yl)boronic acid neopentyl ester